C(C)OC(=O)C1(CN(C(C1=O)=O)C(C)C)Cl 3-chloro-1-isopropyl-4,5-dioxopyrrolidine-3-carboxylic acid ethyl ester